CC(C)(CCCCCCCC)C1=CC=C(C=C1)O 4-(2-methyldec-2-yl)phenol